N-(4-piperidylmethyl)-4-(trifluoromethyl)benzene-sulfonamide N1CCC(CC1)CNS(=O)(=O)C1=CC=C(C=C1)C(F)(F)F